C1(=CC=CC2=CC=C3C=C4C=CC=CC4=CC3=C12)NC(N)=O N'-tetraphenylurea